N-methyl-2-[4-[6-[2-(6-methyl-2-pyridyl)-4,5,6,7-tetrahydropyrazolo[1,5-a]pyrazin-3-yl]-3-quinolyl]pyrazol-1-yl]ethanamine CNCCN1N=CC(=C1)C=1C=NC2=CC=C(C=C2C1)C=1C(=NN2C1CNCC2)C2=NC(=CC=C2)C